C(CCCCC)C1=C(SC=C1)C1=CC=C(S1)C=1SC(=CC1)C=1SC=CC1CCCCCC 5,5'-bis(3-hexyl-2-thienyl)-2,2'-bithiophene